1-(5-(((1R,5S)-8-(cyclohexylmethyl)-8-azabicyclo[3.2.1]octan-3-yl)methyl)pyrazolo[1,5-a]pyridin-3-yl)dihydropyrimidine-2,4(1H,3H)-dione C1(CCCCC1)CN1[C@H]2CC(C[C@@H]1CC2)CC2=CC=1N(C=C2)N=CC1N1C(NC(CC1)=O)=O